1-(2,2-difluoropropyl)-N-(6-(1-methyl-5-(piperidin-1-ylmethyl)-1H-pyrazol-4-yl)isoquinolin-3-yl)piperidine-4-carboxamide FC(CN1CCC(CC1)C(=O)NC=1N=CC2=CC=C(C=C2C1)C=1C=NN(C1CN1CCCCC1)C)(C)F